N=C1C=C2C3=CC(C(C=C3C=3C=CC(C(C3C2=CC1=N)=N)=N)=N)=N 2,3,5,6,10,11-hexaiminotriphenylene